thieno[3,2-b]pyran-2-carboxylic acid S1C(=CC2OC=CC=C21)C(=O)O